Cl.NCCCCCCCCC1=CC=C(C=C1)S(=O)(=O)N(CCC)CCC 4-(8-Aminooctyl)-N,N-dipropylbenzenesulfonamide hydrochloride